O=C1CC2(CC(C2)NC(OC(C)(C)C)=O)C1 tert-butyl (6-oxospiro[3.3]hept-2-yl)carbamate